1-(3-methylpyridin-2-yl)-2-(methylsulfonyl)-1H-imidazo[4,5-b]pyridine CC=1C(=NC=CC1)N1C(=NC2=NC=CC=C21)S(=O)(=O)C